2-(pyrrolidin-3-yl)isoindole-1,3-dione N1CC(CC1)N1C(C2=CC=CC=C2C1=O)=O